triethyl-triphenylamine ethyl-phosphate tert-butyl-(1R,5S,6r)-6-(bromomethyl)-3-azabicyclo[3.1.0]hexan-3-carboxylate C(C)(C)(C)OC(=O)N1C[C@H]2C([C@H]2C1)CBr.C(C)OP(=O)(O)O.C(C)C1=C(C(=C(C=C1)N(C1=CC=CC=C1)C1=CC=CC=C1)CC)CC